[OH-].[Pu+4].[OH-].[OH-].[OH-] plutonium(IV) hydroxide